CC1=CCCC(C1)C(C)OC 1-methyl-5-(1-methoxyethyl)cyclohexene